N-[4-(2,4-dioxo-1,2,3,4-tetrahydronaphtho[1,2-b][1,4]diazepin-5-yl)phenyl]-3-pyridinesulfonamide hydrochloride Cl.O=C1CC(N(C2=C(N1)C1=CC=CC=C1C=C2)C2=CC=C(C=C2)NS(=O)(=O)C=2C=NC=CC2)=O